tert-butyl 2-(2-(3-amino-4-(3,5-dimethylpiperidin-1-yl)benzamido)-5-fluorophenyl)acetate NC=1C=C(C(=O)NC2=C(C=C(C=C2)F)CC(=O)OC(C)(C)C)C=CC1N1CC(CC(C1)C)C